N2-cyclopropyl-N4-((2-(trifluoromethyl)pyridin-3-yl)methyl)pyrido[2,3-d]pyrimidine-2,4-diamine methanesulfonate CS(=O)(=O)O.C1(CC1)NC=1N=C(C2=C(N1)N=CC=C2)NCC=2C(=NC=CC2)C(F)(F)F